4-(4-(1H-pyrrolo[2,3-b]pyridin-5-yl)phenyl)-N-(pyridin-3-yl)butanamide N1C=CC=2C1=NC=C(C2)C2=CC=C(C=C2)CCCC(=O)NC=2C=NC=CC2